The molecule is a member of the class of xanthones that is 9H-xanthen-9-one substituted by hydroxy groups at positions 1 and 7 and a methoxy group at position 3. It has a role as a plant metabolite. It is a member of xanthones, a polyphenol and an aromatic ether. COC1=CC(=C2C(=C1)OC3=C(C2=O)C=C(C=C3)O)O